octafluoro-3-pentanone FCC(C(C(C(F)(F)F)(F)F)=O)(F)F